rac-vinyl-bis(1-indenyl)zirconium dichloride [Cl-].[Cl-].C(=C)[Zr+2](C1C=CC2=CC=CC=C12)C1C=CC2=CC=CC=C12